tert-butyl 4-(7-((2-chloro-6-fluorophenyl)amino)-1-methyl-6,7-dihydro-5H-benzo[c][1,2,3]triazolo[1,5-a]azepin-9-yl)-3,6-dihydropyridine-1(2H)-carboxylate ClC1=C(C(=CC=C1)F)NC1C2=C(C=3N(CC1)N=NC3C)C=CC(=C2)C=2CCN(CC2)C(=O)OC(C)(C)C